NC1=C(C2=C(C=C(C=C2C=C1)S(=O)(=O)O)OCCCS(=O)(=O)O)O 2-amino-1-hydroxy-8-(3-sulfopropoxy)-naphthalen-6-sulfonic acid